2-[2,4-Bis(trifluoromethyl)phenyl]-N-(4-fluorophenyl)-N-{[5-(6-methoxypyridin-2-yl)-1,3,4-oxadiazol-2-yl]methyl}acetamide FC(C1=C(C=CC(=C1)C(F)(F)F)CC(=O)N(CC=1OC(=NN1)C1=NC(=CC=C1)OC)C1=CC=C(C=C1)F)(F)F